3,6-diethyl-8-(4,5,6,7-tetrahydrobenzo[d]thiazol-2-yl)quinazolin-4(3H)-one C(C)N1C=NC2=C(C=C(C=C2C1=O)CC)C=1SC2=C(N1)CCCC2